BrC=1C=CC(N(N1)C1CC(C1)(F)F)=O 6-bromo-2-(3,3-difluorocyclobutyl)pyridazin-3(2H)-one